1-{4-[(2-{3-[(4-methanesulfonyl-2-methoxyphenyl)amino] prop-1-yn-1-yl}-1-(2,2,2-trifluoroethyl)-1H-indol-4-yl)amino] piperidin-1-yl}-3-methoxypropan-2-yl 2-methylpropanoate CC(C(=O)OC(CN1CCC(CC1)NC1=C2C=C(N(C2=CC=C1)CC(F)(F)F)C#CCNC1=C(C=C(C=C1)S(=O)(=O)C)OC)COC)C